2-{6-fluoro-2-[5-(imidazol-1-ylmethyl)pyridin-3-yl]Benzimidazol-1-yl}ethanol FC=1C=CC2=C(N(C(=N2)C=2C=NC=C(C2)CN2C=NC=C2)CCO)C1